C=C(CCCCCCC=C)CCCCCCCCC=C 9-methylenenonadeca-1,18-diene